CC(C(=O)O)(CCCC)CC.C(C)C(C(=O)OC)CCCC methyl 2-ethylhexanoate (methyl 2-ethylhexanoate)